FC(C(=O)OCCCCC(C)C)(F)F isoheptyl trifluoroacetate